O=C(CN1C(CCC1)=O)C1=CC=C(C=C1)C 2-oxo-2-(4-methylphenyl)ethylpyrrolidin-2-one